CC1(C(C(C=2C1=CC1=CC=CC=C1C2NC=2C=CC1=C(SC3=C1C=CC=C3)C2)(C)C)(C)C)C N-(1,1,2,2,3,3-hexamethyl-2,3-dihydro-1H-cyclopenta[b]naphthalen-4-yl)dibenzo[b,d]thiophen-3-amine